6-[(3R,5S)-3,5-dimethylpiperazin-1-yl]-1,8-naphthyridine C[C@@H]1CN(C[C@@H](N1)C)C=1C=C2C=CC=NC2=NC1